8-(2,4-dimethoxyphenyl)-2-(methylsulfanyl)-7-oxopyrido[2,3-d]pyrimidin-5-yl trifluoromethanesulfonate FC(S(=O)(=O)OC1=CC(N(C=2N=C(N=CC21)SC)C2=C(C=C(C=C2)OC)OC)=O)(F)F